1-(3-fluoropyrazolo[1,5-a]pyridin-5-yl)ethan-1-ol FC=1C=NN2C1C=C(C=C2)C(C)O